[Si](C)(C)(C(C)(C)C)OC1CC[C@@H](C=2C=CN=C(C12)Cl)CO ((S)-8-((tert-butyldimethylsilyl)oxy)-1-chloro-5,6,7,8-tetrahydroisoquinolin-5-yl)methanol